tert-butyl 4-[[4-[3-(1,3-dioxoisoindolin-2-yl) propyl]piperazin-1-yl]methyl]piperidine-1-carboxylate O=C1N(C(C2=CC=CC=C12)=O)CCCN1CCN(CC1)CC1CCN(CC1)C(=O)OC(C)(C)C